C(C1=CC=C(C(C)C)CC1)CC(=O)[O-] alpha-terpinenacetate